OC1CC=2C=CC(=CC2CC1)[C@@H]1C[C@](CC1)(CO)NC(OC(C)(C)C)=O tert-butyl ((1R,3S)-3-(6-hydroxy-5,6,7,8-tetrahydronaphthalen-2-yl)-1-(hydroxymethyl) cyclopentyl)carbamate